(pyridin-2-yl)but-3-yn-2-ol N1=C(C=CC=C1)CC(C#C)O